4-methyl-8-(trifluoromethyl)-4,5-dihydro-2H-furo[2,3-g]Indazole-7-carboxylic acid CC1C2=CNN=C2C2=C(C1)OC(=C2C(F)(F)F)C(=O)O